ClC1=C(C=CC=C1)CC(=O)NC1=CC(=C(C=C1)C=1N=C(N(C1)C)C)S(N)(=O)=O 2-(2-chlorophenyl)-N-[4-(1,2-dimethyl-1H-imidazol-4-yl)-3-sulfamoylphenyl]acetamide